(R)-2-(2-aminopyridin-4-yl)-N-(2-(2-fluoro-3-hydroxy-3-methylbutyl)-6-(6-methylpyridin-3-yl)-1-oxoisoindol-5-yl)oxazole-4-carboxamide NC1=NC=CC(=C1)C=1OC=C(N1)C(=O)NC=1C=C2CN(C(C2=CC1C=1C=NC(=CC1)C)=O)C[C@H](C(C)(C)O)F